C1(CC1)C(=O)C1=CC=C(OCCCN2CCN(CC2)C([C@@H](C)NC(=O)C=2OC=CC2)=O)C=C1 N-[(2R)-1-[4-[3-[4-(cyclopropanecarbonyl)phenoxy]propyl]piperazin-1-yl]-1-oxopropan-2-yl]furan-2-carboxamide